COC([C@H](NCC1=CC=CC=C1)[C@@H](O)C)=O benzyl-D-threonine methyl ester